CC1=CC2=C(N=CN=C2NC2=CC3=C(C(NC34CCCCC4)=O)S2)N1 2'-((6-methyl-7H-pyrrolo[2,3-d]pyrimidin-4-yl)amino)spiro[cyclohexane-1,4'-thieno[2,3-c]pyrrol]-6'(5'H)-one